3,8-dicyano-1,10-phenanthroline C(#N)C=1C=NC2=C3N=CC(=CC3=CC=C2C1)C#N